CC(CC(CCC(C)N=C=O)C)N=C=O 1,3,6-trimethylhexamethylene diisocyanate